4-((3-(2,6-dioxopiperidin-3-yl)-4-oxo-3,4-dihydrophthalazin-5-yl)amino)butanoic acid O=C1NC(CCC1N1N=CC2=CC=CC(=C2C1=O)NCCCC(=O)O)=O